BrC1=CN=C(C(=N1)N(C(OC(C)(C)C)=O)C(=O)OC(C)(C)C)Cl tert-butyl (6-bromo-3-chloropyrazin-2-yl)(tert-butoxycarbonyl)carbamate